8-butyl-2,3,6,11,12-pentakis(pentyloxy)triphenylene C(CCC)C=1C=C(C=C2C=3C=C(C(=CC3C3=C(C(=CC=C3C12)OCCCCC)OCCCCC)OCCCCC)OCCCCC)OCCCCC